BrC=1SC=CN1 bromothiazole